C(#N)C1=C(C=CC=C1)[C@H]([C@@H](C)C=1N(C(C(=C(N1)C(=O)NC=1C=NOC1)O)=O)C)C=1C=NN(C1)CCN(C)C 2-((1s,2r)-1-(2-cyanophenyl)-1-(1-(2-(dimethylamino)ethyl)-1H-pyrazol-4-yl)propan-2-yl)-5-hydroxy-N-(isoxazol-4-yl)-1-methyl-6-oxo-1,6-dihydropyrimidine-4-carboxamide